(R)-N-(1'-(6-methyl-2-((tetrahydrofuran-3-yl)oxy)pyrimidin-4-yl)-1',2'-dihydrospiro[cyclopropane-1,3'-pyrrolo[3,2-c]pyridin]-6'-yl)acetamide CC1=CC(=NC(=N1)O[C@H]1COCC1)N1CC2(C=3C=NC(=CC31)NC(C)=O)CC2